ClC1=CC(=C(C=C1)C1=CC(=NC(=C1)C1CC1)N1C(C2=CC(=CC=C2C1)CO)=O)C1=NN=CN1C 2-(4-(4-Chloro-2-(4-methyl-4H-1,2,4-triazol-3-yl)phenyl)-6-cyclopropylpyridin-2-yl)-6-(hydroxymethyl)isoindolin-1-one